[N+](=O)([O-])C=1C=CC2=C(OCO2)C1 6-nitrobenzo[d][1,3]dioxole